BrC=1N=C(C(=NC1)NCC(=O)OC(C)(C)C)C(\C=C(\CC)/O)=O tert-butyl (Z)-(5-bromo-3-(3-hydroxypent-2-enoyl)pyrazin-2-yl)glycinate